C(C)(C)(C)C1=NN(C2=NC=C(C=C21)C)C2=CC=C(C=C2)C 3-tert-butyl-5-methyl-1-(4-methylphenyl)-1H-pyrazolo[3,4-b]pyridine